ClC1=CC=C2C(=N1)N(C(=C2)C2=C(OC=C2)C=O)S(=O)(=O)C 3-(6-chloro-1-(methylsulfonyl)-1H-pyrrolo[2,3-b]pyridin-2-yl)furan-2-carbaldehyde